1,3,4-oxadiazole-2(5H)-thione O1C(N=NC1)=S